CC1=NC(=NO1)C=1C=C(CON=C(C)C2=CC(=C(C(=C2)O)O)F)C=CC1 (3-fluoro-4,5-dihydroxyphenyl)ethan-1-one O-(3-(5-methyl-1,2,4-oxadiazol-3-yl)benzyl) oxime